BrC=1C=NN(C1)CCCN(C(OC(C)(C)C)=O)CC tert-butyl (3-(4-bromo-1H-pyrazol-1-yl)propyl)(ethyl)carbamate